ClC1=C(C#N)C=CC(=C1)N1CC2(C[C@H]1C)CCN(CC2)C2=CC=CC(=C2)C(=O)N2CCC(CC2)CN2CCC(CC2)C2=C(C=C(C=C2)NC2C(NC(CC2)=O)=O)F 2-Chloro-4-((3R)-8-(5-(4-((4-(4-((2,6-dioxopiperidin-3-yl)amino)-2-fluorophenyl)piperidin-1-yl)methyl)piperidine-1-carbonyl)phenyl)-3-methyl-2,8-diazaspiro[4.5]decan-2-yl)benzonitrile